O=C1C=2N(CCN1)N=C(C2)C(=O)[O-] 4-oxo-4,5,6,7-tetrahydropyrazolo[1,5-a]pyrazin-2-carboxylat